CC1=CC=C(C=C1)S(=O)(=O)OCC(CO)C1=CC=NC=C1 3-Hydroxy-2-(pyridin-4-yl)propyl 4-methylbenzenesulfonate